N-α-Fmoc-N-ε-Boc-L-lysine CC(C)(C)OC(=O)NCCCC[C@@H](C(=O)O)NC(=O)OCC1C2=CC=CC=C2C3=CC=CC=C13